(R*)-1-(1-(1-((1-(4-(4-(3-Amino-6-(2-hydroxyphenyl)pyridazin-4-yl)morpholin-2-yl)-2,5-dimethylbenzoyl)piperidin-4-yl)methyl)piperidin-4-yl)-2-methyl-1H-indol-4-yl)dihydropyrimidine NC=1N=NC(=CC1N1C[C@H](OCC1)C1=CC(=C(C(=O)N2CCC(CC2)CN2CCC(CC2)N2C(=CC3=C(C=CC=C23)N2CNCC=C2)C)C=C1C)C)C1=C(C=CC=C1)O |o1:9|